Tert-butyl 4,6-dimethoxy-3-(2-methoxy-2-oxoethyl)-3-methylindoline-1-carboxylate COC1=C2C(CN(C2=CC(=C1)OC)C(=O)OC(C)(C)C)(C)CC(=O)OC